N-(methylsulfaniosulfonyl)pyridin-2-amine C[SH+]S(=O)(=O)NC1=NC=CC=C1